FC1(CCN(CC1)CC=1OC2=C3C(=C(C=C2N1)F)NC(NC31CCCCC1)=O)F 2-[(4,4-difluoropiperidin-1-yl)methyl]-5-fluoro-7,8-dihydro-6H-spiro[[1,3]oxazolo[5,4-f]quinazoline-9,1'-cyclohexan]-7-one